C(C)(C)(C)OC(=O)N1CC(CC1)NC(=O)C1=CC=CC=2NC(N(C21)C2CCC(CC2)C(NC2=CC(=C(C=C2)C)OC)=O)=O 3-[[1-cis-[4-[(3-methoxy-4-methyl-phenyl)carbamoyl]cyclohexyl]-2-oxo-3H-benzimidazole-4-carbonyl]amino]pyrrolidine-1-carboxylic acid tert-butyl ester